O1C(OCC1)CC1=NOC(=C1)[C@H](C(=O)N1[C@@H](C[C@H](C1)O)C(=O)N[C@@H](C)C1=CC=C(C=C1)C1=C(N=CS1)C)C(C)C (2S,4R)-1-[(2R)-2-[3-(1,3-dioxolan-2-ylmethyl)-1,2-oxazol-5-yl]-3-methylbutanoyl]-4-hydroxy-N-[(1S)-1-[4-(4-methyl-1,3-thiazol-5-yl)phenyl]ethyl]pyrrolidine-2-carboxamide